COC1=CC=C(C=C1)C(C#C)(O)C1=CC=CC=C1 1-(4-methoxyphenyl)-1-phenylpropan-2-yn-1-ol